4-Amino-3-[6-(4'-chloro-4-methylbiphenyl-2-yl)pyridin-3-ylazo]naphthalin NC1=C(C=CC2=CC=CC=C12)N=NC=1C=NC(=CC1)C1=C(C=CC(=C1)C)C1=CC=C(C=C1)Cl